N1C(=CC=C1)C(=O)Cl 1H-pyrrole-2-carboxylic acid chloride